N-(3,5-dichlorophenyl)-2-(methoxymethyl)-succinimide ClC=1C=C(C=C(C1)Cl)N1C(C(CC1=O)COC)=O